(-)-1-(4-fluoro-phenyl)-3-[(3S*,4R*)-1-(1-hydroxy-2-methyl-propan-2-yl)-4-(4-methoxy-phenyl)-2-oxo-pyrrolidin-3-yl]urea FC1=CC=C(C=C1)NC(=O)N[C@@H]1C(N(C[C@H]1C1=CC=C(C=C1)OC)C(CO)(C)C)=O |o1:11,15|